C(C)C(CC1(CCCCC1)CC(CCCC)CC)CCCC Di(2-ethylhexyl)cyclohexan